(S)-1-(4-(6-chloro-8-fluoro-7-(5-methyl-1H-indazol-4-yl)-2-(2-morpholino-ethoxy)quinazolin-4-yl)piperazin-1-yl)prop-2-en-1-one ClC=1C=C2C(=NC(=NC2=C(C1C1=C2C=NNC2=CC=C1C)F)OCCN1CCOCC1)N1CCN(CC1)C(C=C)=O